COC(CC1=CC=C(C=C1)NC=1N=CC2=C(N1)CN(CC2)C(=O)[O-])=O 2-{[4-(2-methoxy-2-oxoethyl)phenyl]amino}-5H,6H,7H,8H-pyrido[3,4-d]pyrimidine-7-carboxylate